(2-(5-((4-(benzyloxy)-2,3-dihydroxycyclohexyl)oxy)-3'-fluoro-[1,1'-biphenyl]-2-yl)ethyl)acetamide C(C1=CC=CC=C1)OC1C(C(C(CC1)OC=1C=CC(=C(C1)C1=CC(=CC=C1)F)CCCC(=O)N)O)O